(E)-methyl 2-((3,5-bis(trifluoromethyl) benzylidene) amino)-4-methyl-2-vinylvalerate FC(C=1C=C(\C=N\C(C(=O)OC)(CC(C)C)C=C)C=C(C1)C(F)(F)F)(F)F